methyl (2S)-1-acryloyl-5-allylpyrrolidine-2-carboxylate C(C=C)(=O)N1[C@@H](CCC1CC=C)C(=O)OC